C1(CC12CCC2)C2=NOC=N2 (spiro[2.3]hexan-1-yl)-1,2,4-oxadiazol